C(C1=CC=CC=C1)C1=NOC(=C1)C(=O)N[C@@H]1C(N(C2=C(O[C@@H]1C)C=CC=N2)C)=O 3-benzyl-N-((2R,3S)-2,5-dimethyl-4-oxo-2,3,4,5-tetrahydropyrido[3,2-b][1,4]oxazepin-3-yl)isoxazole-5-carboxamide